(R)-6-(3-cyanopyrrolo[1,2-b]pyridazin-7-yl)-4-((4-(1-(difluoromethyl)-1H-pyrazol-4-yl)cyclohexyl)amino)-N-(2-fluoro-3-hydroxy-3-methylbutyl)nicotinamide C(#N)C1=CC=2N(N=C1)C(=CC2)C2=NC=C(C(=O)NC[C@H](C(C)(C)O)F)C(=C2)NC2CCC(CC2)C=2C=NN(C2)C(F)F